CC1=CC=2N(N=C1N1CC=3C=C(C=NC3CC1)NC(=O)C=1OC=CN1)C(C=CN2)=O N-(6-(8-methyl-4-oxo-4H-pyrimido[1,2-b]pyridazin-7-yl)-5,6,7,8-tetrahydro-1,6-naphthyridin-3-yl)oxazole-2-carboxamide